BrC1=NC=C(C=2C1=N[Se]N2)Br 4,7-dibromo-[1,2,5]selenadiazolo[3,4-c]pyridine